Cl.Cl.C(C)(C)(C)[C@@H]1CC[C@H](CC1)C=1C=C(C(=O)N2CCC(CC2)OC2=C(C(=O)O)C=CC(=C2)N2CCNCC2)C=CC1O[C@@H]1CNCC1 trans-(S)-2-((1-(3-(4-(tert-butyl)cyclohexyl)-4-(pyrrolidin-3-yloxy)benzoyl)piperidin-4-yl)oxy)-4-(piperazin-1-yl)benzoic acid dihydrochloride